1-(2-(trifluoromethyl)pyridin-4-yl)ethyl methanesulfonate CS(=O)(=O)OC(C)C1=CC(=NC=C1)C(F)(F)F